(3S)-3-(4-hydroxy-1-piperidinyl)piperidine-1-carboxylic acid benzyl ester C(C1=CC=CC=C1)OC(=O)N1C[C@H](CCC1)N1CCC(CC1)O